FC=1C=C2CCC=3N(C2=CC1)N=C(C3)N3CCN(CC3)C(=O)OC(C)(C)C tert-butyl 4-(7-fluoro-4,5-dihydropyrazolo[1,5-a]quinolin-2-yl)piperazine-1-carboxylate